C(C)OC(=O)C1=NNC(=C1)CO 5-(hydroxymethyl)pyrazole-3-carboxylic acid ethyl ester